7-Bromo-2-(ethylsulfanyl)-5-methyl-4H-thieno[3,4-b]pyran-4-one BrC=1SC(=C2C1OC(=CC2=O)SCC)C